thieno[2,3-c]Pyridine-3-amine S1C=C(C=2C1=CN=CC2)N